5-androstene-3β,17β-diol C[C@@]12[C@H](CC[C@H]1[C@@H]1CC=C3C[C@H](CC[C@]3(C)[C@H]1CC2)O)O